C(C(=O)N)(=S)OC methyl thiooxamate